C(C)OC=1C=C(C=C(C1)C1=C(C=NN1C)C1=NN=CN1C)N1C(C2=CC=CC(=C2C1)C(F)(F)F)=O 2-(3-ethoxy-5-(1-methyl-4-(4-methyl-4H-1,2,4-triazol-3-yl)-1H-pyrazol-5-yl)phenyl)-4-(trifluoromethyl)isoindolin-1-one